ClC=1C=C2C(=CC(=NC2=CC1)C(F)(F)F)N[C@@H]1C[C@@H](CCC1)NC(=O)C=1C(=NN(C1)CC(C)(C)O)C#N N-[(1R,3S)-3-[[6-chloro-2-(trifluoromethyl)-4-quinolyl]amino]cyclohexyl]-3-cyano-1-(2-hydroxy-2-methylpropyl)pyrazole-4-carboxamide